2-[5-[[5-chloro-4-(3-cyclopentylphenyl)pyrimidin-2-yl]amino]-3-pyridyl]-2,8-diazaspiro[4.5]decan-1-one ClC=1C(=NC(=NC1)NC=1C=C(C=NC1)N1C(C2(CC1)CCNCC2)=O)C2=CC(=CC=C2)C2CCCC2